COC(=O)C1=CC2=C(N(N=C2C2=CC=CC=C2)C2=CC=CC=C2)N1.C(=O)(O)C1=CC=C(C=C1)NC1=CC=C(C=C1)C1=NOC(=N1)C(C)C1=CC=CC2=CC=CC=C12 N-(4-carboxyphenyl)-4-(5-(1-(naphthalen-1-yl)ethyl)-1,2,4-oxadiazol-3-yl)aniline methyl-1,3-diphenyl-1,6-dihydropyrrolo[2,3-c]pyrazole-5-carboxylate